(1R,2S,5S)-N-((S)-1-cyano-2-((S)-2-oxopiperidin-3-yl)ethyl)-3-((S)-2-(4,4-difluorocyclohexyl)-2-(2,2,2-trifluoroacetamido)acetyl)-6,6-dimethyl-3-azabicyclo[3.1.0]hexane-2-carboxamide C(#N)[C@H](C[C@H]1C(NCCC1)=O)NC(=O)[C@@H]1[C@H]2C([C@H]2CN1C([C@@H](NC(C(F)(F)F)=O)C1CCC(CC1)(F)F)=O)(C)C